NCCCN(CCCN)CCCCCCCC\C=C/CCCCCCCC N,N-di(3-aminopropyl)oleylamine